12-Methylnonadeca-4,7,10,13-tetraen-1-ol CC(C=CCC=CCC=CCCCO)C=CCCCCC